(2S,3S,4R,5R)-5-(6-((2-chloro-5-methylbenzyl)amino)-2-(5-chloropyridin-3-yl)-9H-purin-9-yl)-3,4-dihydroxyl-N-isopropyltetrahydrofuran-2-formamide ClC1=C(CNC2=C3N=CN(C3=NC(=N2)C=2C=NC=C(C2)Cl)[C@H]2[C@@H]([C@@H]([C@H](O2)C(=O)NC(C)C)O)O)C=C(C=C1)C